4-(4-Benzhydryl-piperazin-1-yl)-1-methyl-2-oxo-1,2-dihydroquinoline-3-carbaldehyde C(C1=CC=CC=C1)(C1=CC=CC=C1)N1CCN(CC1)C1=C(C(N(C2=CC=CC=C12)C)=O)C=O